[K].C1CCC2=C(C=3CCCC3C=C12)NC(=O)NS(=O)(=O)N1C2CN(CC2C1)C N-((1,2,3,5,6,7-Hexahydro-s-indacen-4-yl)carbamoyl)-3-methyl-3,6-diazabicyclo[3.2.0]heptane-6-sulfonamide, potassium salt